3-chloro-N-(5-chloro-6-(2H-1,2,3-triazol-2-yl)pyridin-3-yl)-2',4'-difluoro-[1,1'-biphenyl]-4-carboxamide ClC=1C=C(C=CC1C(=O)NC=1C=NC(=C(C1)Cl)N1N=CC=N1)C1=C(C=C(C=C1)F)F